1-(2-(2-(2-(4-(3-(4-amino-2-(ethoxymethyl)-1-(3-hydroxy-2-(hydroxymethyl)-2-methylpropyl)-1H-imidazo[4,5-c]quinolin-7-yl)propyl)piperazin-1-yl)ethoxy)ethoxy)ethyl)-1H-pyrrole-2,5-dione NC1=NC=2C=C(C=CC2C2=C1N=C(N2CC(CO)(C)CO)COCC)CCCN2CCN(CC2)CCOCCOCCN2C(C=CC2=O)=O